NC1=C(C=CC(=C1)NCC1=CC=C(C=C1)OC(F)(F)F)NC(CCCC1CCCCC1)=O N-(2-amino-4-((4-(trifluoromethoxy)benzyl)amino)phenyl)-4-cyclohexylbutanamide